CC(CN)CCCCN 2-methylhexa-methylenediamine